1,2,3-trifluoro-4-methyl-5-nitro-benzene FC1=C(C(=C(C(=C1)[N+](=O)[O-])C)F)F